[O-]P([O-])(=O)OP(=O)([O-])[O-].[Na+].P(=O)([O-])(O)O.[Fe+3].[Na+] sodium ferric phosphate sodium pyrophosphate